OCC(C=O)(C)C hydroxy-2,2-dimethylpropanal